C(C)(=O)N1[C@@H](CN(CC1)C(=O)OC(C)(C)C)C tert-butyl (R)-4-acetyl-3-methylpiperazine-1-carboxylate